C[C@H]1CC[C@H](CN1C(CC1=CC=C(C=C1)C=1N(C=CN1)C)=O)C(=O)[O-].[Na+] Sodium (3R,6S)-6-methyl-1-(2-(4-(1-methyl-1H-imidazol-2-yl)phenyl)acetyl)piperidine-3-carboxylate